OC1=C(C=C(\C=C\2/CN(C\C(\C2=O)=C/C2=CC(=C(C=C2)O)OC)C)C=C1)OC 3,5-bis((E)-4-hydroxy-3-methoxybenzylidene)-1-methylpiperidin-4-one